(R)-4-(3-(3-Aminopiperidin-1-carbonyl)-1-(4-cyclopropylphenyl)-1H-pyrazol-5-yl)benzonitril N[C@H]1CN(CCC1)C(=O)C1=NN(C(=C1)C1=CC=C(C#N)C=C1)C1=CC=C(C=C1)C1CC1